CC1=C(N=C(S1)N)C1=CC2=CC=CC=C2C=C1 methyl-4-(naphthalen-2-yl)thiazol-2-amine